FC=1C=C(C=CC1C)S(=O)(=O)NC=1C=C(C(=O)NC=2SC(=CN2)C)C=CC1 3-((3-fluoro-4-methylphenyl)sulfonamido)-N-(5-methylthiazol-2-yl)benzamide